C1(=CC=CC=C1)S(=O)(=O)OC(=O)O Carboxyl benzenesulfonate